C(C)OC(/C=C(/C1=CC=C(C=C1)F)\C1CCN(CC1)C(=O)OC(C)(C)C)=O tert-butyl (E)-4-(3-ethoxy-1-(4-fluorophenyl)-3-oxoprop-1-en-1-yl)piperidine-1-carboxylate